CNC1=CC(=NC(=C1)C)NC1=CC2=C(OCO2)C(=C1)OCCCN1CCCC1 N4,6-dimethyl-N2-[7-(3-pyrrolidin-1-ylpropoxy)-1,3-benzodioxol-5-yl]pyridine-2,4-diamine